3β,24-S-dihydroxy-5-cholestenoic acid O[C@@H]1CC2=CC[C@H]3[C@@H]4CC[C@H]([C@@H](CCC(C(C(=O)O)C)O)C)[C@]4(CC[C@@H]3[C@]2(CC1)C)C